NC1=NC2=CC=C(C=C2C=C1Br)C(=O)N(CC1=NC=C(C=C1)C(F)(F)F)[C@@H]1[C@H](CCC1)C 2-amino-3-bromo-N-((1S,2S)-2-methylcyclopentyl)-N-((5-(trifluoromethyl)-2-pyridinyl)methyl)-6-quinolinecarboxamide